2-((2,4-dinitrophenoxy)methyl)-1-methyl-5-nitro-1H-imidazole [N+](=O)([O-])C1=C(OCC=2N(C(=CN2)[N+](=O)[O-])C)C=CC(=C1)[N+](=O)[O-]